tert-butyl 6-oxa-2,9-diazaspiro[4.5]decane-9-carboxylate hydrochloride Cl.C1NCCC12OCCN(C2)C(=O)OC(C)(C)C